tert-Butyl 2-(4-((2-(2,6-dioxopiperidin-3-yl)-3-oxoisoindolin-5-yl)oxy)piperidin-1-yl)acetate O=C1NC(CCC1N1CC2=CC=C(C=C2C1=O)OC1CCN(CC1)CC(=O)OC(C)(C)C)=O